C(CC#C)C1(CN=C2N=CC=CC2=C1)CCC(=O)O 3-(3-(but-3-yn-1-yl)-3H-naphthyridin-3-yl)propionic acid